4-(4-(benzo[b]thiophen-3-yl)thiophen-2-yl)-4-oxobutyric acid S1C2=C(C(=C1)C=1C=C(SC1)C(CCC(=O)O)=O)C=CC=C2